BrC1=CC=C(C(=O)C(C(=O)OCC)C(C)=C=O)C=C1 ethyl 2-(4-bromobenzoyl)-3-carbonylbutyrate